ON1C(NC2=C(C=CC=C2C1=O)S(=O)(=O)C1=CC(=CC=C1)O)=O 3-hydroxy-8-((3-hydroxyphenyl)sulfonyl)quinazoline-2,4(1H,3H)-dione